N-((7R)-2-cyano-2-azabicyclo[2.2.1]heptan-7-yl)-5-(3-((4-fluorophenyl)amino)pyridin-4-yl)thiazole-2-carboxamide C(#N)N1C2CCC(C1)[C@H]2NC(=O)C=2SC(=CN2)C2=C(C=NC=C2)NC2=CC=C(C=C2)F